bis[2-(dimethylvinylsilyl)vinyl]divinylsilane CC(=C[SiH2]C=C[Si](C=C)(C=C)C=C[SiH2]C=C(C)C)C